1-(tert-butyl) 2-methyl (2S,3R)-3-((methoxycarbonyl)amino)piperidine-1,2-dicarboxylate COC(=O)N[C@H]1[C@H](N(CCC1)C(=O)OC(C)(C)C)C(=O)OC